3-CHLORO-4-CYANOPHENYLBORONIC ACID ClC=1C=C(C=CC1C#N)B(O)O